lauryl-dihydroxyethyl-aminoacetic acid C(CCCCCCCCCCC)C(C(=O)O)(N)CC(O)O